4-(5-methoxypyrimidin-4-yl)piperazine-1-carboxylic acid tert-butyl ester C(C)(C)(C)OC(=O)N1CCN(CC1)C1=NC=NC=C1OC